2-(((1R,6S)-6-(4-((4-cyano-2-fluorobenzyl)oxy)pyrimidin-2-yl)-3-azabicyclo[4.1.0]heptan-3-yl)methyl)-1-((1-ethyl-1H-imidazol-5-yl)methyl)-1H-benzo[d]imidazole-6-carboxylic acid C(#N)C1=CC(=C(COC2=NC(=NC=C2)[C@]23CCN(C[C@@H]3C2)CC2=NC3=C(N2CC2=CN=CN2CC)C=C(C=C3)C(=O)O)C=C1)F